N-[(1R,2R)-7-Chloro-2-[(2S)-2-(dimethylcarbamoyl)-3,3-dimethylazetidin-1-yl]-2,3-dihydro-1H-inden-1-yl]-6-{1H-pyrrolo[2,3-b]pyridin-4-yl}pyridine-3-carboxamide ClC=1C=CC=C2C[C@H]([C@@H](C12)NC(=O)C=1C=NC(=CC1)C1=C2C(=NC=C1)NC=C2)N2[C@@H](C(C2)(C)C)C(N(C)C)=O